NCCN[C@@H]1CC[C@H](CC1)CC(=O)N[C@@H]1B(OC2=C(C1)C=CC=C2C(=O)O)O (R)-3-(2-(trans-4-(2-aminoethylamino)cyclohexyl)acetamido)-2-hydroxy-3,4-dihydro-2H-benzo[e][1,2]oxaborinine-8-carboxylic acid